N-(bicyclo[1.1.1]pent-1-yl)-6-(4-fluorophenyl)-4-hydroxy-2-oxo-1-(2-oxoethyl)-1,2-dihydro-1,8-naphthyridine-3-carboxamide C12(CC(C1)C2)NC(=O)C=2C(N(C1=NC=C(C=C1C2O)C2=CC=C(C=C2)F)CC=O)=O